5-(5-(Morpholinomethyl)pyridin-3-yl)-N-((tetrahydro-2H-pyran-4-yl)methyl)-1H-indazole-3-carboxamide O1CCN(CC1)CC=1C=C(C=NC1)C=1C=C2C(=NNC2=CC1)C(=O)NCC1CCOCC1